3-(4-(4-acetylpiperazin-1-yl)phenyl)propanoic acid C(C)(=O)N1CCN(CC1)C1=CC=C(C=C1)CCC(=O)O